8-[6-(2-methoxypropan-2-yl)pyridin-3-yl]-6-oxo-2H,3H,4H,6H-pyrimido[2,1-b][1,3]thiazine-7-carbonitrile COC(C)(C)C1=CC=C(C=N1)C=1N=C2SCCCN2C(C1C#N)=O